D-1,2-difluoroethyl acetate C(C)(=O)OC(CF)F